4-(1-(2-isopropylphenyl)-8-methoxy-3-methyl-4,5-dihydro-2H-benzo[e]isoindol-2-yl)phenol C(C)(C)C1=C(C=CC=C1)C=1N(C(=C2CCC3=C(C12)C=C(C=C3)OC)C)C3=CC=C(C=C3)O